4-methylmorphine-N-Oxide CC12C(C=CC=3C[C@@H]4[C@@H]5C=C[C@@H]([C@@H]([C@@]5(C13)CC[N+]4(C)[O-])O2)O)O